BrC1=C(CN2OCC(C2=O)(C)C)C=CC(=C1)Cl 2-(2-Bromo-4-chlorobenzyl)-4,4-dimethyl-1,2-oxazolidin-3-on